C(=CC1=CC=CC=C1)CC(=O)OC methyl styrylacetate